BrC1=CC=C2C(=N1)C(N(C2)C(C(=O)NC=2SC=CN2)C2=CC(=CC=C2)F)=O 2-(2-bromo-7-oxo-5,7-dihydro-6H-pyrrolo[3,4-b]pyridin-6-yl)-2-(3-fluorophenyl)-N-(thiazol-2-yl)acetamide